The molecule is an amino trisaccharide consisting of N-acetyl-alpha-D-glucosamine, beta-D-galactose and N-acetyl-D-glucosamine residues all linked sequentially (1->4). It has a role as an epitope. It is an amino trisaccharide and a glucosamine oligosaccharide. CC(=O)N[C@@H]1[C@H]([C@@H]([C@H](O[C@H]1O)CO)O[C@H]2[C@@H]([C@H]([C@H]([C@H](O2)CO)O[C@@H]3[C@@H]([C@H]([C@@H]([C@H](O3)CO)O)O)NC(=O)C)O)O)O